CC(=C(C(=O)[O-])C)CCN(CC)CC methyldiethylaminoethylmethacrylate